(Z)-2-(3-Cyclopropylmethoxy-4-methoxyphenyl)-3-(2,6-dimethyl-4-carbonylpyridin-1(4H)-yl)-N,N-diethylacrylamide C1(CC1)COC=1C=C(C=CC1OC)/C(/C(=O)N(CC)CC)=C/N1C(=CC(C=C1C)=C=O)C